rac-3-isopropyl-3-methylbicyclo[2.2.1]heptan-2-one C(C)(C)C1(C(C2CCC1C2)=O)C